tert-butyl-6-[5-(2,8-dimethylimidazo[1,2-b]pyridazin-6-yl)-7-fluoro-indazol-2-yl]-3-azabicyclo[3.1.0]hexane-3-carboxylate C(C)(C)(C)OC(=O)N1CC2C(C2C1)N1N=C2C(=CC(=CC2=C1)C=1C=C(C=2N(N1)C=C(N2)C)C)F